{6-Oxo-1-propyl-8-[1-(3-trifluoromethyl-benzyl)-1H-pyrazol-4-yl]-6,7-dihydro-1H-purin-2-yloxy}-acetic acid ethyl ester C(C)OC(COC=1N(C(C=2NC(=NC2N1)C=1C=NN(C1)CC1=CC(=CC=C1)C(F)(F)F)=O)CCC)=O